(+/-)-3-[(trans)-3-(hydroxymethyl)-2-methylpiperidin-4-yl]phenol OCC1C(NCCC1C=1C=C(C=CC1)O)C